C(C)(C)(C)OC(=O)N1C2\C(\C(CC1CC2)=O)=C/N(C)C (E)-tert-butyl-2-((dimethylamino)methylene)-3-oxo-8-azabicyclo[3.2.1]octane-8-carboxylate